N-(4-(4-amino-5-cyano-1H-pyrazol-1-yl)benzyl)-5-fluoro-2-methoxybenzamide NC=1C=NN(C1C#N)C1=CC=C(CNC(C2=C(C=CC(=C2)F)OC)=O)C=C1